N[C@H](CC1=CNC=N1)C(=O)[O-] D-histidinate